N1(CCC1)C1=CC2=C(C=C(O2)C(=O)NS(=O)(=O)C2=C(C=CC(=C2)OCCOC)Cl)C(=C1)F 6-(Azetidin-1-yl)-N-[2-chloro-5-(2-methoxyethoxy)benzene-1-sulfonyl]-4-fluoro-1-benzofuran-2-carboxamide